C(CCC)OCOCCCC(CC(CC(CC(CC(CC(C)O)C)C)C)C)C 14-hydroxy-4,6,8,10,12-pentamethylpentadecyl butoxymethyl ether